tert-butyl ((R)-1-(7-((S)-1-(((S*)-2-amino-3,3,3-trifluoropropyl-1,1-d2)amino)-2-methoxyethyl)imidazo[1,2-b]pyridazin-2-yl)-2-((1,1,1-trifluoro-2-methylpropan-2-yl)oxy)ethyl)carbamate N[C@@H](C([2H])([2H])N[C@H](COC)C1=CC=2N(N=C1)C=C(N2)[C@H](COC(C(F)(F)F)(C)C)NC(OC(C)(C)C)=O)C(F)(F)F |o1:1|